S(=O)(=O)([O-])[O-].[Fe+3].[NH4+].S(=O)(=O)([O-])[O-] Ammonium iron(III) sulphate